bis(4-amino-2-trifluoromethylphenyl)terephthalamide NC1=CC(=C(C=C1)C=1C(=C(C(=O)N)C=CC1C(=O)N)C1=C(C=C(C=C1)N)C(F)(F)F)C(F)(F)F